2-(3-(difluoromethoxy)-4-methoxyphenyl)-N4-(benzo[d]oxazol-2(3H)-one-5-yl)-5-methylpyrimidine-2,4-diamine FC(OC=1C=C(C=CC1OC)C1(NC=C(C(=N1)NC=1C=CC2=C(NC(O2)=O)C1)C)N)F